(3-amino-5,6,7,8-tetrahydroquinolin-5-yl)carbamic acid benzyl ester C(C1=CC=CC=C1)OC(NC1C=2C=C(C=NC2CCC1)N)=O